4-(7-chloro-[1,2,4]triazolo[1,5-a]pyridin-5-yl)morpholine ClC1=CC=2N(C(=C1)N1CCOCC1)N=CN2